BrC=1C=C(OC1)C(=O)NC1CC2(C1)CC(C2)C=2OC1=C(N2)C=C(C=C1)Cl 4-bromo-N-[6-(5-chloro-1,3-benzoxazol-2-yl)spiro[3.3]heptan-2-yl]furan-2-carboxamide